toluene-4-sulfonic acid 2-[4-(1-t-butyl-5-chloro-6-oxo-1,6-dihydro-pyridazin-4-yloxymethyl)-benzyloxy]-ethyl Ester C(C)(C)(C)N1N=CC(=C(C1=O)Cl)OCC1=CC=C(COCCOS(=O)(=O)C2=CC=C(C)C=C2)C=C1